C(=O)(O)[C@H](O)[C@@H](O)C(=O)O.FC=1C=CC(=C(C(=O)N(C(C)C)C(C)C)C1)OC=1C(=NC=NC1)N1CC2(C1)CCN(CC2)C(=O)[C@H]2N[C@@H]1CC([C@H]2CC1)=C 5-fluoro-2-[(4-{7-[(1S,3S,4R)-5-methylidene-2-azabicyclo[2.2.2]octane-3-carbonyl]-2,7-diazaspiro[3.5]nonan-2-yl}pyrimidin-5-yl)oxy]-N,N-di(propan-2-yl)benzamide mono-L(+)-tartrate